6-(2,6-dichlorophenyl)-2-((1',7-dimethyl-3H-spiro[isobenzofuran-1,4'-piperidin]-5-yl)amino)-8,9-dihydroimidazo[1,2-a]pyrimido[5,4-e]pyrimidin-5(6H)-one ClC1=C(C(=CC=C1)Cl)N1C=2N(C3=C(C1=O)C=NC(=N3)NC=3C=C1COC4(CCN(CC4)C)C1=C(C3)C)CCN2